CC1=NC2=CC(=C(C=C2N=C1)[N+](=O)[O-])C 2,7-dimethyl-6-nitroquinoxaline